N-(3-amino-2,2-difluoro-propyl)-6-bromo-pyridine-2-carboxamide NCC(CNC(=O)C1=NC(=CC=C1)Br)(F)F